NC12CNCCNCC(CNCCNC1)(CNCCNC2)N 1,8-diamino-3,6,10,13,16,19-hexaazabicyclo[6.6.6]Eicosane